C(C)(=O)NC1C(C2OC(OCC2OC1OC1=CC=C(C=C1)\C=C\C(=O)C1=CC=C(C=C1)Cl)C=1OC=CC1)OCC(=O)O 2-[[7-Acetamido-6-[4-[(E)-3-(4-chlorophenyl)-3-oxoprop-1-enyl]phenoxy]-2-(furan-2-yl)-4,4a,6,7,8,8a-hexahydropyrano[3,2-d][1,3]dioxin-8-yl]oxy]acetic acid